di-tert-butyl-9H-thioxanthen C(C)(C)(C)C1(C2=CC=CC=C2SC=2C=CC=CC12)C(C)(C)C